(4S,5R)-4-amino-5-[[4-(3-[[1-(2,6-dioxopiperidin-3-yl)-3-methyl-2-oxo-1,3-benzodiazol-4-yl]methoxy]propyl)phenyl]meth-oxy]hexanamide hydrochloride Cl.N[C@@H](CCC(=O)N)[C@@H](C)OCC1=CC=C(C=C1)CCCOCC1=CC=CC=2N(C(N(C21)C)=O)C2C(NC(CC2)=O)=O